6-chloro-7-(2-fluorophenyl)-4-((2S)-2-methyl-4-(2,3,4,5-tetrafluoro-6-(methylsulfinyl)benzyl)piperazin-1-yl)quinazoline ClC=1C=C2C(=NC=NC2=CC1C1=C(C=CC=C1)F)N1[C@H](CN(CC1)CC1=C(C(=C(C(=C1S(=O)C)F)F)F)F)C